4-(2-(2,6-dioxopiperidin-3-yl)-1-oxoisoindolin-5-yl)-N-(2-(4-(4-((1R,2S)-6-hydroxy-2-phenyl-1,2,3,4-tetrahydronaphthalen-1-yl)phenyl)piperazin-1-yl)ethyl)piperazine-1-carboxamide O=C1NC(CCC1N1C(C2=CC=C(C=C2C1)N1CCN(CC1)C(=O)NCCN1CCN(CC1)C1=CC=C(C=C1)[C@H]1[C@H](CCC2=CC(=CC=C12)O)C1=CC=CC=C1)=O)=O